C(C)(C)(C)OC(NS(=O)(=O)C1=CC(=CC=C1)C1=CN=C2N1C=C(C=C2)Br)=O ((3-(6-bromoimidazo[1,2-a]pyridin-3-yl)phenyl)sulfonyl)carbamic acid tert-butyl ester